benzyl 1-(1-hydroxyethyl)-3,8-diazabicyclo[3.2.1]octane-3-carboxylate OC(C)C12CN(CC(CC1)N2)C(=O)OCC2=CC=CC=C2